O=C1NC(CCC1N1C(C2=CC=C(C=C2C1=O)N1CCC(CC1)CN1CCC(CC1)CN1CCN(CC1)C1=NC=CC(=C1)C1=NNC2=CC=C(C=C12)[N+](=O)[O-])=O)=O 2-(2,6-dioxo-3-piperidyl)-5-[4-[[4-[[4-[4-(5-nitro-1H-indazol-3-yl)-2-pyridyl]piperazin-1-yl]methyl]-1-piperidyl]methyl]-1-piperidyl]isoindoline-1,3-dione